5-((4-((6,7-dimethoxyquinolin-4-yl)oxy)-3-fluorophenyl)carbamoyl)-1-(4-fluorophenyl)-3-isopropyl-6-oxo-1,6-dihydropyridine-2-carboxylic acid COC=1C=C2C(=CC=NC2=CC1OC)OC1=C(C=C(C=C1)NC(=O)C1=CC(=C(N(C1=O)C1=CC=C(C=C1)F)C(=O)O)C(C)C)F